8,8'-((((1R,3R)-3-hydroxycyclobutyl)methyl)azanediyl)bis(N,N-dioctyloctanamide) OC1CC(C1)CN(CCCCCCCC(=O)N(CCCCCCCC)CCCCCCCC)CCCCCCCC(=O)N(CCCCCCCC)CCCCCCCC